sodium xylenesulfonate sodium [Na+].C1(C(C=CC=C1)C)(C)S(=O)(=O)[O-].[Na+].C1(C(C=CC=C1)C)(C)S(=O)(=O)[O-]